OC=1C=C(C=C(C1)O)C1=CC=C(C=C1)O 3,4',5-trioxyl-1,1-biphenyl